bis(methoxydiethoxysilylethyl) tetrasulfide CO[Si](OCC)(OCC)CCSSSSCC[Si](OCC)(OCC)OC